[Si](C1=CC=CC=C1)(C1=CC=CC=C1)(C(C)(C)C)OC[C@@]12CCCN2C[C@@H](C1)O (2R,7aR)-7a-(((tert-butyldiphenylsilyl)oxy)methyl)hexahydro-1H-pyrrolizin-2-ol